FC1=C(C#N)C=CC(=C1)S 2-fluoro-4-mercapto-benzonitrile